FC1=C(N)C=CC(=C1C=1C=CC=2N(C1)C=NC2C2=NN=C(N2COCC[Si](C)(C)C)C(C)C)F 2,4-difluoro-3-[1-(5-isopropyl-4-[[2-(trimethylsilyl)ethoxy]methyl]-1,2,4-triazol-3-yl)imidazo[1,5-a]pyridin-6-yl]aniline